C12COCC(CN(C1)C1=NC(=NC3=C(C(=C(C=C13)Cl)C1=CC=C(C3=C1N=C(S3)N)F)F)OC[C@]31CCCN1C[C@@H](C3)F)N2 4-(4-(3-oxa-7,9-diaza-bicyclo[3.3.1]nonan-7-yl)-6-chloro-8-fluoro-2-(((2R,7aS)-2-fluorotetra-hydro-1H-pyrrolizin-7a(5H)-yl)methoxy)quinazolin-7-yl)-7-fluorobenzo[d]thiazol-2-amine